ClC=1C=C(C(=NC1)C1(CC(=NO1)N1C[C@H]([C@H](C1)F)NS(=O)(=O)CC)CF)C1=C(C=CC=C1F)F N-[(3R,4S)-1-{5-[5-chloro-3-(2,6-difluorophenyl)pyridin-2-yl]-5-(fluoromethyl)-4,5-dihydro-1,2-oxazol-3-yl}-4-fluoropyrrolidin-3-yl]ethanesulfonamide